N-(3-(1H-imidazol-1-yl)propyl)-5-phenyl-7-(tetrahydro-2H-pyran-2-yl)pyrazolo[1,5-a]pyrimidine-2-carboxamide N1(C=NC=C1)CCCNC(=O)C1=NN2C(N=C(C=C2C2OCCCC2)C2=CC=CC=C2)=C1